C=CC(=O)C(=O)O The molecule is a 2-oxo monocarboxylic acid that is 2-oxobutanoic acid with double bond at position 3. It has a role as a metabolite. It is a 2-oxo monocarboxylic acid and an enone.